NCS(=O)(=O)C=1C=C(C=CC1)NC1=NC=CC=N1 2-((3-((aminomethyl)sulfonyl)phenyl)amino)pyrimidine